(3,6-dichloroimidazo[1,2-a]pyridin-2-yl)-[4-(2-tetrahydropyran-4-yl-3H-imidazo[4,5-b]pyridin-7-yl)-1-piperidyl]methanone ClC1=C(N=C2N1C=C(C=C2)Cl)C(=O)N2CCC(CC2)C2=C1C(=NC=C2)NC(=N1)C1CCOCC1